tert-butyl 3-[3-(4-chloro-2-fluoro-phenyl)-1-bicyclo[1.1.1]pentanyl]azetidine-1-carboxylate ClC1=CC(=C(C=C1)C12CC(C1)(C2)C2CN(C2)C(=O)OC(C)(C)C)F